CC1=CC(=NN1C1=CC=C(C(=O)OC)C=C1)B1OC(C(O1)(C)C)(C)C methyl 4-(5-methyl-3-(4,4,5,5-tetramethyl-1,3,2-dioxaborolan-2-yl)-1H-pyrazol-1-yl)benzoate